C(#N)C=1C(=C2CC[C@H](C2=CC1)OC1=CC=C(C=C1)C(CC(=O)O)C#CC)C=1C=NC(=CC1)OC1CCOCC1 3-(4-(((R)-5-cyano-4-(6-((tetrahydro-2H-pyran-4-yl)oxy)pyridin-3-yl)-2,3-dihydro-1H-inden-1-yl)oxy)phenyl)hex-4-ynoic acid